2-(2'-hydroxy-3'-tert-butyl-5'-ethylphenyl)-5-chloro-benzotriazole OC1=C(C=C(C=C1C(C)(C)C)CC)N1N=C2C(=N1)C=CC(=C2)Cl